C(C)OC(=O)C=1C=NN2C1N=C(C=C2)NC(C)C2=C(C=CC(=C2)Cl)O.N2=CC(=CC=C2)COC2=CC=C(N)C=C2 4-(pyridin-3-ylmethoxy)aniline ethyl-5-((1-(5-chloro-2-hydroxyphenyl)ethyl)amino)pyrazolo[1,5-a]pyrimidine-3-carboxylate